Benzyl 5-[(1,3-dioxoisoindolin-2-yl) methyl]-3,3-dimethyl-piperazine-1-carboxylate O=C1N(C(C2=CC=CC=C12)=O)CC1NC(CN(C1)C(=O)OCC1=CC=CC=C1)(C)C